2-amino-1-[4-[(R)-amino(4,5-dichloro-2-hydroxyphenyl)methyl]piperidin-1-yl]ethan-1-one NCC(=O)N1CCC(CC1)[C@H](C1=C(C=C(C(=C1)Cl)Cl)O)N